tert-butyl 3-(4-nitrophenyl)-2,5-dihydropyrrole-1-carboxylate [N+](=O)([O-])C1=CC=C(C=C1)C=1CN(CC1)C(=O)OC(C)(C)C